6-((3-fluoro-1H-indol-6-yl)amino)-4-(4-phenoxypiperidin-1-yl)picolinonitrile FC1=CNC2=CC(=CC=C12)NC1=CC(=CC(=N1)C#N)N1CCC(CC1)OC1=CC=CC=C1